[C@@H]12CNC[C@H]2C1OC(NC=1N=CC2=CC(=C(C=C2C1)C1=C(C2=C(OCCN2)N=C1)C)F)=O (1R,5S,6s)-3-Azabicyclo[3.1.0]hexan-6-yl-(7-fluoro-6-(8-methyl-2,3-dihydro-1H-pyrido[2,3-b][1,4]oxazin-7-yl)isochinolin-3-yl)carbamat